C(=O)C1=CC(=CC(=N1)N1CC(C1)N(C(OC(C)(C)C)=O)C)C tert-Butyl (1-(6-formyl-4-methylpyridin-2-yl)azetidin-3-yl)(methyl)carbamate